C(#N)C=1C=CC(=C2C=CC=NC12)N1C[C@@]2(C[C@@]2(C1)C(F)(F)F)C(=O)NC1CCN(CC1)C1=NC=CC=C1 (1S,5R)-3-(8-cyanoquinolin-5-yl)-N-(1-(pyridin-2-yl)-piperidin-4-yl)-5-(trifluoromethyl)-3-azabicyclo[3.1.0]hexane-1-carboxamide